ClC=1C(=NC(=CC1)C1=C(C=CC(=C1)F)C)N chloro-6-(5-fluoro-2-methylphenyl)pyridin-2-amine